NCCCN(CCCCCCCCCC(=O)OC(CC)CC)CCCCC(=O)OC(CCCCCCCCC)CCCCCCCCC Pentan-3-yl 10-((3-aminopropyl)(5-(nonadecan-10-yloxy)-5-oxopentyl)amino)decanoate